Butyl-5-tert-butyl-4-hydroxy-1-n-propyl-pyrazol C(CCC)C1=NN(C(=C1O)C(C)(C)C)CCC